ClC1=CC=C(C[NH3+])C=C1 4-chlorobenzylammonium